3-propylsuccinic acid 1-(tert-butyl) 4-methyl ester COC(C(CC(=O)OC(C)(C)C)CCC)=O